N-(4-(4-fluorophenyl)-5-(2-((2-methoxy-4-morpholinophenyl)amino)pyrimidin-4-yl)thiazol-2-yl)ethanesulfonamide FC1=CC=C(C=C1)C=1N=C(SC1C1=NC(=NC=C1)NC1=C(C=C(C=C1)N1CCOCC1)OC)NS(=O)(=O)CC